ClC1=C(C=C(C(=C1)[N+](=O)[O-])F)OC 1-chloro-4-fluoro-2-methoxy-5-nitrobenzene